N-(4-methylbenzyl)-2-(2-(5-(trifluoromethyl)-1,2,4-oxadiazol-3-yl)-6,7-dihydrothieno[3,2-c]pyridin-5(4H)-yl)acetamide CC1=CC=C(CNC(CN2CC3=C(CC2)SC(=C3)C3=NOC(=N3)C(F)(F)F)=O)C=C1